Gallic acid-d2 C(C1=C(C(O)=C(O)C(O)=C1[2H])[2H])(=O)O